N-(2-chlorophenyl)-4-{3-(cyanomethyl)-3-[4-(7H-pyrrolo[2,3-d]pyrimidin-4-yl)-1H-pyrazol-1-yl]azetidin-1-yl}piperidine-1-carboxamide ClC1=C(C=CC=C1)NC(=O)N1CCC(CC1)N1CC(C1)(N1N=CC(=C1)C=1C2=C(N=CN1)NC=C2)CC#N